4-imidazol-1-yl-benzaldehyde N1(C=NC=C1)C1=CC=C(C=O)C=C1